(S)-4-(3-(2-cyclohexylethyl)-3-(dimethylamino)piperidin-1-yl)-2,6-difluoro-N-(pyrimidin-4-yl)benzenesulfonamide format C(=O)O.C1(CCCCC1)CC[C@]1(CN(CCC1)C1=CC(=C(C(=C1)F)S(=O)(=O)NC1=NC=NC=C1)F)N(C)C